FC(C1=NC2=CC=C(C(=C2NC1=O)F)CN1CCN(CC1)C=1C=CC(=NC1F)N(C(=O)C=1C=NN(C1)C)C)F N-(5-(4-((2-(difluoromethyl)-5-fluoro-3-oxo-3,4-dihydroquinoxalin-6-yl)methyl)piperazine-1-yl)-6-fluoropyridin-2-yl)-N,1-dimethyl-1H-pyrazole-4-carboxamide